(E)-N,N-dibenzyl-1,1-dimethoxy-4-(p-tolyl)but-3-en-2-amine C(C1=CC=CC=C1)N(C(C(OC)OC)\C=C\C1=CC=C(C=C1)C)CC1=CC=CC=C1